1-[4-(5-fluoro-2-nitro-phenyl)piperazin-1-yl]-2-hydroxy-ethanone FC=1C=CC(=C(C1)N1CCN(CC1)C(CO)=O)[N+](=O)[O-]